2-(3-(trifluoromethyl)piperazin-1-yl)acetamide piperidine-1-carboxylate N1(CCCCC1)C(=O)O.FC(C1CN(CCN1)CC(=O)N)(F)F